NC1=NC=C(C=C1O[C@H](C)C=1C=C(C=CC1)NC(C1=CC(=CC=C1)N(C)C)=O)C1CCN(CC1)C (R)-N-(3-(1-((2-amino-5-(1-methyl-piperidin-4-yl)pyridin-3-yl)oxy)ethyl)phenyl)-3-(dimethyl-amino)benzamide